O1CCN(CC1)C1=CC(NC(=C1)N1[C@@H](CCCCC1)CC1=CSC=C1)=O (S)-4-morpholino-6-(2-(thiophen-3-ylmethyl)azepan-1-yl)pyridin-2(1H)-one